1-(7-(aminomethyl)-1,6-naphthyridin-2-yl)-3-azabicyclo[4.1.0]heptane-3-carboxylic acid methyl ester COC(=O)N1CC2(CC2CC1)C1=NC2=CC(=NC=C2C=C1)CN